4-((tert-butyldiphenylsilyl)oxy)butan-2-ol [Si](C1=CC=CC=C1)(C1=CC=CC=C1)(C(C)(C)C)OCCC(C)O